ClC1=C(SC=C1)CN (3-chlorothiophene-2-yl)methylamine